C12N(CC(NC1)CC2)C=2C1=C(N=C(N2)OC([2H])([2H])[C@]23CCCN3C[C@@H](C2)F)C(=C(N=C1)C1=CC(=CC2=CC=C(C(=C12)C#C[2H])F)O)F 4-(4-(2,5-Diazabicyclo[2.2.2]octan-2-yl)-8-fluoro-2-(((2R,7aS)-2-fluorotetrahydro-1H-pyrrolizin-7a(5H)-yl)methoxy-d2)pyrido[4,3-d]pyrimidin-7-yl)-5-(ethynyl-d)-6-fluoronaphthalen-2-ol